FC1=C(C(=CC=C1C=1CNC(C1)CCC(C)C)O)N1CC(NS1(=O)=O)=O 5-(2-fluoro-6-hydroxy-3-(5-isopentyl-2,5-dihydro-1H-pyrrol-3-yl)phenyl)-1,2,5-thiadiazolidin-3-one 1,1-dioxide